N-(4-(4-amino-7-methyl-5-(4-((1-oxotetrahydro-2H-1λ6-thiopyran-1-ylidene)amino)phenyl)-7H-pyrrolo[2,3-d]pyrimidin-6-yl)phenyl)-2-fluoroacrylamide NC=1C2=C(N=CN1)N(C(=C2C2=CC=C(C=C2)N=S2(CCCCC2)=O)C2=CC=C(C=C2)NC(C(=C)F)=O)C